CC=1N=C2SC=C(N2C1)C(=O)O 6-methylimidazo[2,1-b][1,3]thiazole-3-carboxylic acid